C(C=C)(=O)OCCCCCCOC=1C=C2C=CC(=CC2=CC1)C(=O)O 6-((6-(acryloyloxy)hexyl)oxy)-2-naphthoic acid